C(#N)C=1C(=NC(=CC1)C)N1N(C(=C(C1=O)NC(C1=CC=C(C=C1)OC(F)F)=O)C1=C(C=C(C=C1F)OC)F)C N-(2-(3-Cyano-6-methylpyridin-2-yl)-5-(2,6-difluoro-4-methoxyphenyl)-1-methyl-3-oxo-2,3-dihydro-1H-pyrazol-4-yl)-4-(difluoromethoxy)benzamide